[Si](C1=CC=CC=C1)(C1=CC=CC=C1)(C(C)(C)C)O[C@@H]1C[C@H]([C@@H](O[C@H]1C)OC(CCC=CC(=O)O)C)O 6-(((2R,3R,5R,6S)-5-((tert-butyldiphenylsilyl)oxy)-3-hydroxy-6-methyltetrahydro-2H-pyran-2-yl)oxy)hept-2-enoic acid